[N+](=O)([O-])C1=CC(=NC=C1)N 4-nitropyridin-2-amine